(2R)-1-[3-[(6-Amino-2-pyridyl)sulfonylcarbamoyl]-6-(3-fluoro-5-isobutoxyphenyl)-2-pyridyl]pyrrolidin NC1=CC=CC(=N1)S(=O)(=O)NC(=O)C=1C(=NC(=CC1)C1=CC(=CC(=C1)OCC(C)C)F)N1CCCC1